ClC1=C(C(=C(C=C1OC)OC)Cl)C=1C(N(C2=CC(=NC=C2C1)C=1C=NN(C1)C1CN(C1)S(=O)(=O)C)CC)=O 3-(2,6-dichloro-3,5-dimethoxyphenyl)-1-ethyl-7-(1-(1-(methylsulfonyl)azetidin-3-yl)-1H-pyrazol-4-yl)-1,6-naphthyridin-2(1H)-one